BrC1=CC(=CC2=C1N=C(S2)N2CCN(CC2)S(=O)(=O)C2=C(C(=CC=C2)Cl)Cl)C(=O)O bromo-2-[4-(2,3-dichlorophenylsulfonyl)-1-piperazinyl]benzothiazole-6-carboxylic acid